(E)-2-(3-(3-methoxy-4-(prop-2-yn-1-yloxy)phenyl)acrylamido)-N-(2H-tetrazol-5-yl)benzamide COC=1C=C(C=CC1OCC#C)/C=C/C(=O)NC1=C(C(=O)NC=2N=NNN2)C=CC=C1